NC1=C(C(=C2C(=N1)CCO2)C=2CC(CN(CC2)C(=O)OC(C)(C)C)O[Si](C)(C)C(C)(C)C)F tert-butyl 5-(5-amino-6-fluoro-2,3-dihydrofuro[3,2-b]pyridin-7-yl)-3-[tert-butyl (dimethyl)silyl]oxy-2,3,4,7-tetrahydroazepine-1-carboxylate